(5-Chloro-1-methyl-3-(5-methylisoxazol-3-yl)-1H-pyrazol-4-yl)(9-(3,4-difluorobenzyl)-2,9-diazaspiro[5.5]undecan-2-yl)methanone ClC1=C(C(=NN1C)C1=NOC(=C1)C)C(=O)N1CC2(CCC1)CCN(CC2)CC2=CC(=C(C=C2)F)F